FC(C(C1=C(C(=C(O)C=C1)C)C)(C(F)(F)F)C1=CC=C(C=C1)O)(F)F hexafluorodimethylbisphenol A